C(C)(C)(C)OC(N[C@@H]([C@@H](O)C1=CC(=CC=C1)Br)C)=O tert-Butyl((1S,2R)-1-(3-bromophenyl)-1-hydroxypropan-2-yl)carbamate